(R)-1-(3-((S)-1-((tert-butoxycarbonyl)amino)but-3-en-1-yl)-5-fluorophenyl)-5-oxopyrrolidine-2-carboxylic acid C(C)(C)(C)OC(=O)N[C@@H](CC=C)C=1C=C(C=C(C1)F)N1[C@H](CCC1=O)C(=O)O